NC1=C(C=C(C=C1C)CC1=CC(=C(C(=C1)C)N)C)C bis(4-amino-3,5-dimethylphenyl)methane